Phenethylisobutyrate (Phenylethyl ISOBUTYRATE) C1(=CC=CC=C1)CCC(C(=O)O)(C)C.C(CC1=CC=CC=C1)OC(C(C)C)=O